COC1=C(C=CC=C1)CNS(=O)(=O)C1=CC=2C(=NC(N2)=O)C=C1 N-[(2-methoxyphenyl)methyl]-2-oxo-benzimidazole-5-sulfonamide